COC1=CC=C(C=C1)C(OC[C@@H]1[C@@H](C[C@@H](O1)N1C(N=C(C=C1)NC(=O)NC1=CC=CC=C1)=O)O)(C1=CC=CC=C1)C1=CC=C(C=C1)OC 1-[1-[(2r,4r,5r)-5-[[bis(4-methoxyphenyl)-phenyl-methoxy]methyl]-4-hydroxy-tetrahydrofuran-2-yl]-2-oxo-pyrimidin-4-yl]-3-phenyl-urea